C1(CC1)C1=NN(C(=N1)C(N1C[C@@H](N(C[C@H]1CC)C=1C2=C(N(C(N1)=O)C)C=CC(=N2)C#N)CC)C2=CC=C(C=C2)F)C 4-((2S,5r)-4-((3-cyclopropyl-1-methyl-1H-1,2,4-triazol-5-yl)(4-fluorophenyl)methyl)-2,5-diethylpiperazin-1-yl)-1-methyl-2-oxo-1,2-dihydropyrido[3,2-d]pyrimidine-6-carbonitrile